ClC=1C=C(C=C(C1O)C#N)C(C)(C)C1=CC=C(OCC23CC(C2)(C3)NC(OC(C)(C)C)=O)C=C1 tert-butyl N-[3-[[4-[1-(3-chloro-5-cyano-4-hydroxy-phenyl)-1-methyl-ethyl]phenoxy]methyl]-1-bicyclo[1.1.1]pentanyl]carbamate